2,4-DIAMINO-CHINOLIN NC1=NC2=CC=CC=C2C(=C1)N